OC(CCCCCCCCCCCCCCCS(=O)(=O)[O-])S(=O)(=O)[O-].[Na+].[Na+] disodium hydroxyhexadecanedisulfonate